N-[(3R,5S)-1-(8-Cyano-quinolin-5-yl)-5-trifluoromethyl-piperidin-3-yl]-succinamide C(#N)C=1C=CC(=C2C=CC=NC12)N1C[C@@H](C[C@@H](C1)C(F)(F)F)NC(CCC(=O)N)=O